C(C)(=O)NC=1C=CC(=C(C(=O)NCC2=NC3=CC=CC=C3N=C2)C1)C 5-acetamido-2-methyl-N-(quinoxalin-2-ylmethyl)benzamide